CN(S(=O)(=O)N([C@@H]1[C@@H](N([C@@H](C1)C)C(=O)OCC1=CC=CC=C1)CO[Si](CC)(CC)CC)CC1=CC=C(C=C1)OC)C benzyl (2R,3S,5R)-3-((N,N-dimethylsulfamoyl)(4-methoxy-benzyl)amino)-5-methyl-2-(((triethylsilyl)oxy)methyl)pyrrolidine-1-carboxylate